(3S,5R)-benzyl 4-(2-((5-aminopyridin-2-yl)oxy)ethyl)-3,5-dimethylpiperazine-1-carboxylate NC=1C=CC(=NC1)OCCN1[C@H](CN(C[C@H]1C)C(=O)OCC1=CC=CC=C1)C